ClC1=C(C=NC(=C1)C1=CC=NC2=CC=C(C=C12)F)OC[C@](CC(C)C)(N)C (S)-1-((4-chloro-6-(6-fluoroquinolin-4-yl)pyridin-3-yl)oxy)-2,4-dimethyl-pentan-2-amine